ClC=1C=C(C=NC1)C1=NC(=C2N=CN(C2=N1)[C@H]1[C@@H]([C@@H]([C@H](O1)C(=O)NCC(F)(F)F)O)O)NCC1=NC=CC(=C1)C (2S,3S,4R,5R)-5-(2-(5-chloropyridin-3-yl)-6-(((4-methylpyridin-2-yl)methyl)amino)-9H-purin-9-yl)-3,4-dihydroxyl-N-(2,2,2-trifluoroethyl)tetrahydrofuran-2-formamide